NCC=1C=C(C=CC1)C=1C=C(C2=C(C(=CO2)COC2=C(C=CC=C2)CC(=O)OCC)C1)COC1=CC=C(C=C1)F ethyl 2-(2-((5-(3-(aminomethyl)phenyl)-7-((4-fluorophenoxy)methyl)benzofuran-3-yl)methoxy)phenyl)acetate